FC1=CC=C(C=C1)C(=O)C(O)C1=CC=C(C=C1)F 4,4'-difluorobenzoin